C(C)(C)(C)OC(=O)N1CCN(CC1)C1=NC=2N(C=C1)N=CC2C2=C(C=CC(=C2)F)OC 4-(3-(5-fluoro-2-methoxyphenyl)pyrazolo[1,5-a]pyrimidin-5-yl)piperazine-1-carboxylic acid tert-butyl ester